BrC=1C(=CC=C2CCN(C(C12)C)C(=O)OC(C)(C)C)O tert-butyl 8-bromo-7-hydroxy-1-methyl-3,4-dihydroisoquinoline-2(1H)-carboxylate